ClC1=C(C=2N=C(N=C(C2C=N1)N1CC2CCC(C1)N2C(=O)OC(C)(C)C)OC[C@]21CCCN1C[C@@H](C2)F)F tert-butyl 3-(7-chloro-8-fluoro-2-(((2R,7aS)-2-fluorotetrahydro-1H-pyrrolizin-7a(5H)-yl)methoxy)pyrido[4,3-d]pyrimidin-4-yl)-3,8-diazabicyclo[3.2.1]octane-8-carboxylate